C1(CC1)C1=CC2=C(C=C(O2)C(=O)NS(=O)(=O)C2=C(C=CC(=C2)F)OCC)C(=C1)F 6-Cyclopropyl-N-(2-ethoxy-5-fluoro-phenyl)sulfonyl-4-fluoro-benzofuran-2-carboxamide